FC=1C=NC(=NC1)C=1C(=C(N)C=CC1)OC([2H])([2H])[2H] 3-(5-fluoropyrimidin-2-yl)-2-(Methoxy-d3)aniline